N-(5-(2-(3-azabicyclo[3.2.0]heptan-3-yl)acetamido)-2-methylpyridin-3-yl)-2-(3,6-dihydro-2H-pyran-4-yl)-1H-pyrrolo[2,3-b]pyridine-5-carboxamide C12CN(CC2CC1)CC(=O)NC=1C=C(C(=NC1)C)NC(=O)C=1C=C2C(=NC1)NC(=C2)C=2CCOCC2